C(#N)C1(CC1)NC(CCC(C)C)=O N-(1-cyanocyclopropyl)-4-methylPentanamide